FC(C1=C(C=CC=C1)CCC(=O)O)(F)F 3-(2-(trifluoromethyl)phenyl)propionic acid